N1CCC(CC1)CCCO 3-(4-piperidyl)propan-1-ol